N-(4-(4-amino-1-isopropyl-7-((1r,4r)-4-morpholinocyclohexyl)-1H-pyrazolo[4,3-c]pyridin-3-yl)-2,5-difluorophenyl)-5-chloro-2-fluorobenzenesulfonamide NC1=NC=C(C2=C1C(=NN2C(C)C)C2=CC(=C(C=C2F)NS(=O)(=O)C2=C(C=CC(=C2)Cl)F)F)C2CCC(CC2)N2CCOCC2